N-(1,3-benzodioxol-5-ylmethyl)-8-(3,4-dimethoxyphenyl)-2,7-dimethyl-pyrazolo[1,5-a][1,3,5]triazin-4-amine O1COC2=C1C=CC(=C2)CNC2=NC(=NC=1N2N=C(C1C1=CC(=C(C=C1)OC)OC)C)C